5-chloro-2-(2-oxa-6-azaspiro[3.3]heptan-6-yl)pyrimidin ClC=1C=NC(=NC1)N1CC2(COC2)C1